BrC1=C2CCCN(C2=CC=C1)C=1C2=C(N=C(N1)Cl)C=CC=N2 4-(5-bromo-3,4-dihydro-2H-quinolin-1-yl)-2-chloro-pyrido[3,2-d]Pyrimidine